N-(5-chloro-2-fluorophenyl)-2-fluoro-5-(5-(furan-2-yl)-1,3,4-oxadiazol-2-yl)benzamide ClC=1C=CC(=C(C1)NC(C1=C(C=CC(=C1)C=1OC(=NN1)C=1OC=CC1)F)=O)F